dihydro-2-methoxy-5,5-dimethyl-3(2H)-furanone COC1OC(CC1=O)(C)C